(S)-4-(5-(5-fluoro-2-methoxypyridin-4-yl)-1H-pyrazole-3-carbonyl)-N-((1R,5S,7r)-9-methyl-3-oxa-9-azabicyclo[3.3.1]nonan-7-yl)-4-azaspiro[2.5]octane-7-carboxamide FC=1C(=CC(=NC1)OC)C1=CC(=NN1)C(=O)N1C2(CC2)C[C@H](CC1)C(=O)NC1C[C@H]2COC[C@@H](C1)N2C